C(C)(C)C1=C(C=CC(=C1)C)NC(=S)NC(=O)NCCCCC1=CC=C(C=C1)C1=NN(C=N1)C1=CC=C(C=C1)OC(F)(F)F 1-[(2-isopropyl-4-methyl-phenyl)carbamothioyl]-3-[4-[4-[1-[4-(trifluoromethoxy)phenyl]-1H-1,2,4-triazol-3-yl]phenyl]butyl]urea